FCS(=O)(=O)C1=COC2=C1C=C(C=C2)C(=O)N 3-((fluoromethyl)sulfonyl)benzofuran-5-carboxamide